C1(CC2C(CC1)O2)C(=O)OCC2CCC(CC2)COC(=O)C2CC1C(CC2)O1 cyclohexane-1,4-dimethanol bis(3,4-epoxycyclohexanecarboxylate)